Cl.C12CC(CC(CC1)N2)N(C=2SC1=C(N2)C(=CC(=C1)C=1C=C(C=2N(N1)C=C(N2)C)C(=O)N)F)C 6-{2-[(3-exo)-8-azabicyclo[3.2.1]oct-3-yl(methyl)amino]-4-fluoro-1,3-benzothiazol-6-yl}-2-methylimidazo[1,2-b]pyridazine-8-carboxamide hydrochloride